CC1=C(C=CC=C1C)C1=CC=CC=C1 2,3-dimethylbiphenyl